CCCCCCCCCCCCCCC(C)C(=O)SCCNC(=O)CCNC(=O)[C@@H](C(C)(C)COP(=O)([O-])OP(=O)([O-])OC[C@@H]1[C@H]([C@H]([C@@H](O1)N2C=NC3=C(N=CN=C32)N)O)OP(=O)([O-])[O-])O The molecule is a long-chain fatty acyl-CoA(4-) oxanion arising from deprotonation of the phosphate and diphosphate OH groups of 2-methylhexadecanoyl-CoA; major species at pH 7.3 It is a long-chain fatty acyl-CoA(4-) and a saturated fatty acyl-CoA(4-). It is a conjugate base of a 2-methylhexadecanoyl-CoA.